7-[4-[(Dimethylamino)methyl]phenyl]sulfanyl-2-(ethoxymethyl)-1,6-dimethyl-imidazo[4,5-c]pyridin-4-amine CN(C)CC1=CC=C(C=C1)SC=1C2=C(C(=NC1C)N)N=C(N2C)COCC